(2R)-1-((6,6-bis(octyloxy)hexanoyl)oxy)pentadecan-3-ylpyrrolidine C(CCCCCCC)OC(CCCCC(=O)OCCC(CCCCCCCCCCCC)N1CCCC1)OCCCCCCCC